N=1C=NN2C1C1=C(C(=C2)C2=C(C3=C(N2)SC(=C3C)C3=CCN(C=C3)[C@H]3C(NCCO3)C=O)C(C)C)CCC1 2-(R)-(4-(5-(8,9-dihydro-7H-cyclopenta[c][1,2,4]triazolo[1,5-a]pyridin-6-yl)-4-isopropyl-3-methyl-6H-thieno[2,3-b]pyrrol-2-yl)pyridin-1-yl)(morpholin-3-yl)methanone